(3R,6S)-1-(7-(8-ethyl-7-fluoro-3-hydroxynaphthalen-1-yl)-8-fluoro-2-(((2R,7aS)-2-fluorotetrahydro-1H-pyrrolizin-7a(5H)-yl)methoxy)pyrido[4,3-d]pyrimidin-4-yl)-6-methyl-piperidin-3-ol C(C)C=1C(=CC=C2C=C(C=C(C12)C1=C(C=2N=C(N=C(C2C=N1)N1C[C@@H](CC[C@@H]1C)O)OC[C@]12CCCN2C[C@@H](C1)F)F)O)F